t-amyl peroxy-pivalate C(C(C)(C)C)(=O)OOC(C)(C)CC